2-(1-(3-fluorobenzyl)-4-oxo-1,2-dihydro-quinazolin-3(4H)-yl)acetic acid FC=1C=C(CN2CN(C(C3=CC=CC=C23)=O)CC(=O)O)C=CC1